2-(4-((4R,5S)-4,5-Bis(4-chlorophenyl)-2-(2-isopropoxy-4-methoxyphenyl)-4,5-dihydro-1H-imidazole-1-carbonyl)-2-oxopiperazin-1-yl)acetic acid ClC1=CC=C(C=C1)[C@H]1N=C(N([C@H]1C1=CC=C(C=C1)Cl)C(=O)N1CC(N(CC1)CC(=O)O)=O)C1=C(C=C(C=C1)OC)OC(C)C